tert-butyl ((1R,2R)-1-(7-((S)-1-(((S)-2-amino-3,3,3-trifluoropropyl)amino)-2-methoxyethyl)imidazo[1,2-b]pyridazin-2-yl)-2-(((R)-1,1,1-trifluoropropan-2-yl)oxy)propyl)carbamate N[C@@H](CN[C@H](COC)C1=CC=2N(N=C1)C=C(N2)[C@H]([C@@H](C)O[C@@H](C(F)(F)F)C)NC(OC(C)(C)C)=O)C(F)(F)F